CSC1=C(C(N)(N)SC)C=CC=C1 bis(methylthio)-toluenediamine